C(=O)O.NC1C(C1)CNC(C1=C(C=C(C=C1)NC=1C=2N(C=CN1)C(=CN2)C=2C(=NN(C2)CCF)C(F)(F)F)CC)=O N-((2-aminocyclopropyl)methyl)-2-ethyl-4-((3-(1-(2-fluoroethyl)-3-(trifluoromethyl)-1H-pyrazol-4-yl)imidazo[1,2-a]pyrazin-8-yl)amino)benzamide formate